S(=O)(=O)(C1=CC=C(C)C=C1)N1C=CC2=C(C=CC=C12)C(C)O 1-(1-tosyl-1H-indol-4-yl)ethanol